The molecule is an unsaturated fatty acyl-CoA that results from the formal condensation of the thiol group of coenzyme A with the carboxy group of (2E,23Z,26Z,29Z,32Z)-octatriacontapentaenoic acid. It is an unsaturated fatty acyl-CoA and an ultra-long-chain fatty acyl-CoA. It is a conjugate acid of a (2E,23Z,26Z,29Z,32Z)-octatriacontapentaenoyl-CoA(4-). CCCCC/C=C\\C/C=C\\C/C=C\\C/C=C\\CCCCCCCCCCCCCCCCCCC/C=C/C(=O)SCCNC(=O)CCNC(=O)[C@@H](C(C)(C)COP(=O)(O)OP(=O)(O)OC[C@@H]1[C@H]([C@H]([C@@H](O1)N2C=NC3=C(N=CN=C32)N)O)OP(=O)(O)O)O